N-carbamimidoyl-2-(2,6-dimethyl-3-(prop-1-en-2-yl)phenyl)acetamide C(N)(=N)NC(CC1=C(C(=CC=C1C)C(=C)C)C)=O